2-{3,8,10-trifluoro-5H,6H,11H-benzo[a]carbazol-6-yl}ethanol FC1=CC2=C(C=3NC4=C(C=C(C=C4C3C(C2)CCO)F)F)C=C1